C(CCC)NC=1N=C(C2=C(N1)C=CC=N2)NC2CCCC2 N2-butyl-N4-cyclopentyl-pyrido[3,2-d]pyrimidine-2,4-diamine